ClC1=C(C(=CC(=C1)NC([C@@H](CO)C1=CC=C(C=C1)S(=O)(=O)C)=O)Cl)C1=C(C=CC=C1)OC(F)(F)F |r| Racemic-N-(2,6-dichloro-2'-(trifluoromethoxy)-[1,1'-biphenyl]-4-yl)-2-(4-(methylsulfonyl)phenyl)-3-hydroxypropionamide